2-chloro-4-(4-nitrophenoxy)-6-(styryl)-1,3,5-triazine ClC1=NC(=NC(=N1)OC1=CC=C(C=C1)[N+](=O)[O-])C=CC1=CC=CC=C1